(R)-1-(4-cyclobutyl-3-methoxybenzyl)-3-(2-isopropylphenyl)piperazine C1(CCC1)C1=C(C=C(CN2C[C@H](NCC2)C2=C(C=CC=C2)C(C)C)C=C1)OC